CCCCCCCCCCCCCCCCC(C(=O)O)N aminostearic acid